N1N=CC=C1C1=CC=CC(=N1)N1N=CC(=C1)C1=CC=C(C=C1)NC(=O)[C@@H]1CN(CCC1)C(C=C)=O (S)-N-(4-(1-(6-(1H-pyrazol-5-yl)pyridin-2-yl)-1H-pyrazol-4-yl)phenyl)-1-acryloylpiperidine-3-carboxamide